3-(4-((2-(2-(2-azidoethoxy)ethoxy)ethyl)amino)-1-oxoisoindolin-2-yl)piperidine-2,6-dione N(=[N+]=[N-])CCOCCOCCNC1=C2CN(C(C2=CC=C1)=O)C1C(NC(CC1)=O)=O